(1s,4s)-4-(2-(4-methyltetrahydro-2H-pyran-4-ylamino)-8-(3-(trifluoromethyl)phenylamino)-9H-purin-9-yl)cyclohexanecarbonitrile CC1(CCOCC1)NC1=NC=C2N=C(N(C2=N1)C1CCC(CC1)C#N)NC1=CC(=CC=C1)C(F)(F)F